(RS)-1-(Tetrahydrofuran-2-ylmethyl)-6-[3-(trifluoromethyl)phenyl]pyrazolo[4,3-b]pyridine hydrochloride salt Cl.O1[C@H](CCC1)CN1N=CC2=NC=C(C=C21)C2=CC(=CC=C2)C(F)(F)F |r|